CN(C1CCN(CC1)C1=C(C=C(C=N1)CC1=CN=C2C(=NC(=NN21)N[C@H](C)CCC)N)C)C (R)-7-((6-(4-(dimethylamino)piperidin-1-yl)-5-methylpyridin-3-yl)methyl)-N2-(pentan-2-yl)imidazo[2,1-f][1,2,4]triazine-2,4-diamine